C1CCC2=C(C=3CCCC3C=C12)NC(=O)O[C@@H](C(=O)OCC)CC1=CC(=CC=C1)N1N=CC=C1 Ethyl (2R)-2-{[(1,2,3,5,6,7-hexahydro-s-indacen-4-yl)carbamoyl]oxy}-3-[3-(1H-pyrazol-1-yl)phenyl]propanoate